(difluoromethyl)-N-(3-ethyl-1,1-dimethyl-indan-4-yl)pyridine-3-carboxamide FC(F)C1=NC=CC=C1C(=O)NC1=C2C(CC(C2=CC=C1)(C)C)CC